CN(C(C1=CC(=CC=C1)C(F)(F)F)=O)C1=CC(=C(C=C1)C)N1CC2=C(N=C(N=C2)NC=2C=NC(=CC2)C)C2(C1=O)CC2 N-Methyl-N-(4-methyl-3-(2'-((6-methylpyridin-3-yl)amino)-7'-oxo-5'H-spiro[cyclopropane-1,8'-pyrido[4,3-d]pyrimidine]-6'(7'H)-yl)phenyl)-3-(trifluoromethyl)benzamide